C1(=CC=CC=C1)C(C(=O)O)N1CCC(CC1)NC(CCCC1=NC=2NCCCC2C=C1)=O 2-phenyl-2-(4-(4-(5,6,7,8-tetrahydro-1,8-naphthyridin-2-yl)butyrylamino)piperidin-1-yl)acetic acid